5-Heptyl-2-(3-methylcyclohex-2-en-1-yl)phenol C(CCCCCC)C=1C=CC(=C(C1)O)C1C=C(CCC1)C